[K].C1(CCCCC1)C1=C(C=C(C=C1)C)O 2-cyclohexyl-5-methylphenol, potassium salt